[C@@H]1([C@H](O1)C(=O)O)C(=O)O epoxymaleic acid